NC=1N(C(C=2C=C(C=NC2C1C(=O)N)C)=O)C1=C(C(=CC=C1C)O)C 7-amino-6-(3-hydroxy-2,6-dimethylphenyl)-3-methyl-5-oxo-5,6-dihydro-1,6-naphthyridine-8-carboxamide